C(C)NOC1CN(C1)C1=C(C=C2C(C(=CN(C2=N1)C=1SC=CN1)C(=O)O)=O)F 7-{3-[(ethylamino)oxy]azetidin-1-yl}-6-fluoro-4-oxo-1-(1,3-thiazol-2-yl)-1,4-dihydro-1,8-naphthyridine-3-carboxylic acid